CCCCCCCCCCCCCCCC(=O)O[C@H](COC(=O)CCCC/C=C\C/C=C\C/C=C\C/C=C\CC)COP(=O)([O-])OCC[N+](C)(C)C 1-(6Z,9Z,12Z,15Z-octadecatetraenoyl)-2-hexadecanoyl-glycero-3-phosphocholine